O.[O-2].[Al+3].[O-2].[O-2].[Al+3] Aluminium oxid-Hydrat